ClC=1C(=NC(=NC1C(F)(F)F)N1[C@H](CC1)C)N1CC(C1)OCC(=O)N1CCNCC1 (S)-2-((1-(5-chloro-2-(2-methylazetidin-1-yl)-6-(trifluoromethyl)pyrimidin-4-yl)azetidin-3-yl)oxy)-1-(piperazin-1-yl)ethan-1-one